heptadecane-9-yl 8-bromooctanoate BrCCCCCCCC(=O)OC(CCCCCCCC)CCCCCCCC